C1(CCC1)C1(CCCCCCC1)C(=O)N cyclobutylcyclooctanecarboxamide